FC=1C=C(CC=2OC=C(N2)NC(OC(C)(C)C)=O)C=C(C1)F tert-butyl (2-(3,5-difluorobenzyl)oxazol-4-yl)carbamate